4-bromo-1-ethyl-pyrrolo[2,3-b]pyridine-6-carbonitrile BrC1=C2C(=NC(=C1)C#N)N(C=C2)CC